O[C@@H](C)C=1N(C=CN1)CC1=NOC(=C1)C1=CC=C(C=C1)C#CC=1C=CC(=NC1)CN1S(CCC1)(=O)=O (S)-2-((5-((4-(3-((2-(1-hydroxyethyl)-1H-imidazol-1-yl)methyl)isoxazol-5-yl)phenyl)ethynyl)pyridin-2-yl)methyl)isothiazolidine 1,1-dioxide